3-(4-bromo-2-fluoro-phenylcarbamoyl)-bicyclo[1.1.1]pentane-1-carboxylic acid methyl ester COC(=O)C12CC(C1)(C2)C(NC2=C(C=C(C=C2)Br)F)=O